ClC1=CC(=NC=N1)OC1=C(C=CC=C1)/C(/C(=O)OC)=C\OC methyl (E)-2-{2-[6-chloropyrimidin-4-yloxy]phenyl}-3-methoxyacrylate